ALLYL 2-ethylbutyrate (ALLYL 2-ETHYLBUTYRATE) C(C=C)C(C(=O)O)(CC)CC.C(C)C(C(=O)OCC=C)CC